NCCC1=CN(C2=CC(=CC=C12)CNCC=1NC2=CC=CC=C2C1[C@@H]1NC(C2=CC=C(C=C12)O)=O)CC=1N=CN(C1)C (R)-3-(2-((((3-(2-aminoethyl)-1-((1-methyl-1H-imidazol-4-yl)methyl)-1H-indol-6-yl)methyl)amino)methyl)-1H-indol-3-yl)-5-hydroxyisoindolin-1-one